BrC=1C=C(C(=C(C(=O)NC)C1)N1CN(CCC1)C(=O)C1=CC(NC2=CC=CC=C12)=O)[N+](=O)[O-] 5-Bromo-N-methyl-3-nitro-2-(3-(2-oxo-1,2-dihydroquinoline-4-carbonyl)tetrahydropyrimidine-1(2H)-yl)benzamide